7-Ethyl-4-(4-fluoro-3-(2-(1-fluorocyclopropyl)-7-methoxyimidazo[1,2-a]pyridin-6-yl)phenyl)-7H-imidazo[4,5-c]pyridazine C(C)N1C=NC2=C1N=NC=C2C2=CC(=C(C=C2)F)C=2C(=CC=1N(C2)C=C(N1)C1(CC1)F)OC